OC(C)(C)C=1C=C(SC1)S(=O)(N)=NC(NC1=C2C(CCC2=CC=2CCCC12)=O)=O 4-(2-Hydroxypropan-2-yl)-N'-((3-oxo-1,2,3,5,6,7-hexahydro-s-indacen-4-yl)carbamoyl)thiophene-2-sulfonimidamide